tert-butyl 2,5-dimethyl-4-(methyl(3-methylquinoxalin-6-yl)amino)piperidine-1-carboxylate CC1N(CC(C(C1)N(C=1C=C2N=C(C=NC2=CC1)C)C)C)C(=O)OC(C)(C)C